N-[(2E)-3-(benzenesulfonyl)prop-2-en-1-yl]-6-methyl-3-oxo-2,3-dihydropyridazine-4-carboxamide C1(=CC=CC=C1)S(=O)(=O)/C=C/CNC(=O)C=1C(NN=C(C1)C)=O